7-(4-Amino-1H-pyrazol-1-yl)-N-methyl-N-(2,2,6,6-tetramethylpiperidin-4-yl)-5H-isochromeno[3,4-d]thiazol-2-amine NC=1C=NN(C1)C=1C=CC2=C(C1)COC=1N=C(SC12)N(C1CC(NC(C1)(C)C)(C)C)C